C(=O)(O)CCNC(C(C)C)=O N-(2-carboxyethyl)-2-Methylpropaneamide